S(O)(O)(=O)=O.COC([C@@H](N1CC2=C(CC1)SC=C2)C2=C(C=CC=C2)Cl)=O (S)-(+)-alpha-(2-chlorophenyl)-6,7-dihydrothieno[3,2-c]pyridine-5(4H)acetic acid methyl ester bisulfate